C1(=CC=C(C=C1)N)N Benzene-1,4-diamine